CC=1N(C2=CC=C(C=C2C1C)C(NCC1=CC(=CC=C1)OC(F)(F)F)=O)CC1=CC=C(C=C1)C=1C(=CC=CC1)C(=O)OC(C)(C)C tert-Butyl 4'-((2,3-dimethyl-5-(3-(trifluoromethoxy)benzylcarbamoyl)-1H-indol-1-yl)methyl)biphenyl-2-carboxylate